1,1,4,4-tetrakis(3-methoxy-4-hydroxyphenyl)butane COC=1C=C(C=CC1O)C(CCC(C1=CC(=C(C=C1)O)OC)C1=CC(=C(C=C1)O)OC)C1=CC(=C(C=C1)O)OC